C(O)(=O)C#N.C=C Ethylene cyanocarbonate